CS(=O)(=O)C(C)(C)C1=NC(=NC=2N3[C@@H](COC[C@H]3COC12)C)C1=CC=C(C=C1)C=1NN=CC1 (5R,8aS)-1-(1-methanesulfonyl-1-methyl-ethyl)-5-methyl-3-[4-(2H-pyrazol-3-yl)-phenyl]-5,6,8a,9-tetrahydro-8H-7,10-dioxa-2,4,4b-triazaphenanthrene